C1(=CC=CC=C1)C1C(=O)NC(CC1)=O PHENYL-GLUTARIMIDE